C1(CCC1)N1N=C(C=2C1=NC=NC2N)C2=CC=1C(=NC=CC1)N2 1-Cyclobutyl-3-(1H-pyrrolo[2,3-b]pyridin-2-yl)pyrazolo[3,4-d]pyrimidin-4-amine